N-({5-chloro-6-[(3-methyl-5-isoxazolyl)methoxy]-2-indolyl}methyl)-6-oxa-1-aza-1-spiro[3.3]heptanecarboxamide ClC=1C=C2C=C(NC2=CC1OCC1=CC(=NO1)C)CNC(=O)N1CCC12COC2